(S)-6-benzhydryl-3-((dimethylamino)methyl)-11-hydroxy-5,6-dihydro-10H-imidazo[1,2-a]pyrido[2,1-c]pyrazin-10-one C(C1=CC=CC=C1)(C1=CC=CC=C1)[C@@H]1N2C(C=3N(C1)C(=CN3)CN(C)C)=C(C(C=C2)=O)O